N1(N=CC=C1)[B-](N1N=CC=C1)(N1N=CC=C1)N1N=CC=C1.FC1=CC=C(C(=C1)F)C1=NC=CC=C1.[Ir+3].N1(N=CC=C1)[B-](N1N=CC=C1)(N1N=CC=C1)N1N=CC=C1.N1(N=CC=C1)[B-](N1N=CC=C1)(N1N=CC=C1)N1N=CC=C1 iridium (4,6-difluorophenylpyridine) tetrakis(1-pyrazolyl)borate